N-(6-chloropyridin-3-yl)-6-(((1S,2R)-2-fluorocyclopropyl)methoxy)isoquinolin-1-amine ClC1=CC=C(C=N1)NC1=NC=CC2=CC(=CC=C12)OC[C@H]1[C@@H](C1)F